ClC1=CC(=C(CN2C=NC(=C2)NC([C@H](C)N2C[C@@H](C(CC2)(F)F)C2=CC=[N+](C=C2)[O-])=O)C=C1)F 4-((S)-1-((S)-1-((1-(4-chloro-2-fluorobenzyl)-1H-imidazol-4-yl)amino)-1-oxopropan-2-yl)-4,4-difluoropiperidin-3-yl)pyridine 1-oxide